CC(CNC(=O)C1=NC(=CC=C1)N1CCN(CCC1)C1CCN(CC1)C(C)C)C N-(2-Methylpropyl)-6-{4-[1-(propan-2-yl)piperidin-4-yl]-1,4-diazepan-1-yl}pyridine-2-carboxamide